C(C1=CC=CC=C1)[C@H]1N(CC(C1)(F)F)C1=CC(=CC(N1)=O)N1CCOCC1 (R)-6-(2-benzyl-4,4-difluoropyrrolidin-1-yl)-4-morpholinopyridin-2(1H)-one